methyl 5-bromo-2-((1-oxo-3,4-dihydro-2,7-naphthyridin-2(1H)-yl)methyl)benzofuran-7-carboxylate BrC=1C=C(C2=C(C=C(O2)CN2C(C3=CN=CC=C3CC2)=O)C1)C(=O)OC